3,8-difluoro-2-(2-fluorophenyl)quinoline-7-carbonyl chloride FC=1C(=NC2=C(C(=CC=C2C1)C(=O)Cl)F)C1=C(C=CC=C1)F